OC(CC1=CC=C(C=C1)C(C=O)C)(C)C 2-(4-(2-hydroxy-2-methylpropyl)phenyl)propanal